C1N(CC12CCOCC2)C2=CC=C(C=C2)N2N=CC1=CC(=C(C(=C21)F)O)F 1-(4-(7-Oxa-2-azaspiro[3.5]nonan-2-yl)phenyl)-5,7-difluoro-1H-indazol-6-ol